N-(4-(2-((6,6-dimethyl-2,4-dioxo-3-azabicyclo[3.1.0]hexan-3-yl)methyl)thieno[3,2-b]pyridin-7-yl)-2-methyl-6-(trifluoromethyl)pyridin-3-yl)nicotinamide CC1(C2C(N(C(C12)=O)CC1=CC2=NC=CC(=C2S1)C1=C(C(=NC(=C1)C(F)(F)F)C)NC(C1=CN=CC=C1)=O)=O)C